C(C1=CC=CC=C1)OC=1C(C(=CN2N([C@@H](C\C=C/[C@@H](NC(C21)=O)C)C)C(=O)OC(C)(C)C)C(NCC2=C(C=C(C=C2F)F)F)=O)=O Tert-butyl (2R,6S,Z)-9-(benzyloxy)-2,6-dimethyl-8,10-dioxo-11-((2,4,6-trifluorobenzyl)carbamoyl)-2,3,6,7,8,10-hexahydro-1H-pyrido[1,2-b][1,2,5]triazecine-1-carboxylate